2-(4-methyl-3-nitrophenyl)-5-[1-(benzenesulfonyl)-1H-pyrrolo[2,3-b]pyridin-4-yl]-1-{[2-(trimethylsilyl)ethoxy]methyl}-1H-pyrrole-3-carboxylic acid methyl ester COC(=O)C1=C(N(C(=C1)C1=C2C(=NC=C1)N(C=C2)S(=O)(=O)C2=CC=CC=C2)COCC[Si](C)(C)C)C2=CC(=C(C=C2)C)[N+](=O)[O-]